calcium-magnesium lithium [Li].[Mg].[Ca]